C(C)(C)(C)OC(NCC(C(=O)N(C)C1=CC(=C(C=C1)F)Cl)N)=O (2-amino-3-((3-chloro-4-fluorophenyl)(methyl)amino)-3-oxopropyl)carbamic acid tert-butyl ester